4-(5-(cyclopropylmethyl)-1-(4-isobutoxybenzyl)-1H-pyrazol-3-yl)-1-methylpiperidine C1(CC1)CC1=CC(=NN1CC1=CC=C(C=C1)OCC(C)C)C1CCN(CC1)C